2-(o-methylphenyl)propan-1-one CC1=C(C=CC=C1)C(C=O)C